C[C@@H]1CC[C@H]([C@@H](C1)OC(=O)CCCC(=O)O)C(C)C (-)-monomenthyl glutarate